OC1=NC=C(C=C1[N+](=O)[O-])C 2-hydroxy-3-nitro-5-methylpyridine